C[C@](N)(CC1C=CC(O)=C(O)C=1)C(=O)O α-Methyldopa